Methyl 4-[2-(5-methoxy-2-nitro-phenyl)-ethylamino]-piperidine-1-carboxylate COC=1C=CC(=C(C1)CCNC1CCN(CC1)C(=O)OC)[N+](=O)[O-]